CC1=CC(=C(C=C1[N+](=O)[O-])O)O The molecule is a nitrotoluene that is 2-nitrotoluene carrying two hydroxy substituents at positions 4 and 5. It has a role as a bacterial xenobiotic metabolite. It is a member of catechols and a nitrotoluene.